N-[(6-Amino-2-pyridyl)sulfonyl]-6-(2-methylpyrazol-3-yl)-2-(2,4,6-trimethylphenoxy)pyridin-3-carboxamid NC1=CC=CC(=N1)S(=O)(=O)NC(=O)C=1C(=NC(=CC1)C=1N(N=CC1)C)OC1=C(C=C(C=C1C)C)C